N[C@@H](CC(C)C)C(=O)N[C@H](CCCNC(N)=N)C(=O)N1[C@@H](CCC1)C(=O)N[C@H](C)C(=O)N L-leucyl-D-arginyl-L-prolyl-D-alaninamide